BrC1=C2C=NN(C2=CC=C1)[C@H]1[C@H](CN(CC1)C(=O)OC(C)(C)C)F tert-butyl (3S,4R)-4-(4-bromo-1H-indazol-1-yl)-3-fluoropiperidine-1-carboxylate